4-(3,3-difluorocyclobutoxy)pyrimidin-2-amine FC1(CC(C1)OC1=NC(=NC=C1)N)F